2,6-Difluoro-3-(6-(4-methoxypiperidin-1-yl)-1-methyl-1H-pyrazolo[4,3-c]pyridin-3-yl)-5-(trifluoromethyl)phenol FC1=C(C(=C(C=C1C1=NN(C2=C1C=NC(=C2)N2CCC(CC2)OC)C)C(F)(F)F)F)O